C(C(C)C)[C@H]1[C@@H](C[C@H]2N(CCC3=CC(=C(C=C23)OC)OC)C1)O (2R,3R,11bR)-3-isobutyl-9,10-dimethoxy-2,3,4,6,7,11b-hexahydro-1H-pyrido[2,1-a]isoquinolin-2-ol